COCC1=CC=C(C=C1)COC α,α'-dimethoxy-p-xylene